C(C)(C)(C)OC(=O)N1CCN(CC1)C=1C=C2C(N(C(C2=CC1F)=O)C1C(NC(CC1)=O)=O)=O 4-[2-(2,6-dioxo-3-piperidinyl)-6-fluoro-1,3-dioxo-isoindolin-5-yl]piperazine-1-carboxylic acid tert-butyl ester